1-(5-(5-(1-(3,5-dichloropyridin-4-yl)ethoxy)-1H-indazol-3-yl)-3-fluoropyridin-2-yl)-3-methyl-N-(2-(pyrrolidin-1-yl)ethyl)azetidin-3-amine ClC=1C=NC=C(C1C(C)OC=1C=C2C(=NNC2=CC1)C=1C=C(C(=NC1)N1CC(C1)(NCCN1CCCC1)C)F)Cl